N-[(3S,4S)-1-(3-hydroxy-3-methyl-butyl)-3-methyl-4-piperidyl]-6-[3-(2-methoxy-4-methylsulfonyl-anilino)prop-1-ynyl]-1-(2,2,2-trifluoroethyl)benzimidazole-4-carboxamide OC(CCN1C[C@@H]([C@H](CC1)NC(=O)C1=CC(=CC=2N(C=NC21)CC(F)(F)F)C#CCNC2=C(C=C(C=C2)S(=O)(=O)C)OC)C)(C)C